BrC1=CC(=CC=C1)OCCBr 1-bromo-3-(2-bromoethoxy)benzene